2-((2R,3S,4S,5R)-3-(2-cyclopropoxy-3,4-difluorophenyl)-4,5-dimethyl-5-(trifluoromethyl)tetrahydrofuran-2-yl)-4-oxo-1,4-dihydro-1,6-naphthyridine-5-carboxamide C1(CC1)OC1=C(C=CC(=C1F)F)[C@H]1[C@@H](O[C@]([C@H]1C)(C(F)(F)F)C)C=1NC=2C=CN=C(C2C(C1)=O)C(=O)N